N-((R)-(2-((R)-1-amino-2-((1,1,1-trifluoro-2-methylpropan-2-yl)oxy)ethyl)-1H-benzo[d]imidazol-5-yl)(cyclopropyl)methyl)-2-(3-fluorobicyclo[1.1.1]pentan-1-yl)acetamide hydrochloride Cl.N[C@@H](COC(C(F)(F)F)(C)C)C1=NC2=C(N1)C=CC(=C2)[C@H](NC(CC21CC(C2)(C1)F)=O)C1CC1